NS(=O)(=O)[O-].[Na+] sodium aminosulfonate salt